BrC1=C(C(=NC=C1)N1C(C2=CC=3CC(CC3N2CC1)(C)C)=O)COC1OCCCC1 10-[4-bromo-3-[(oxan-2-yloxy)methyl]pyridin-2-yl]-4,4-dimethyl-1,10-diazatricyclo[6.4.0.0^[2,6]]dodeca-2(6),7-dien-9-one